ClC1=C(C=C2C=C(N=CC2=C1)NC(=O)[C@@H]1C(C1)(F)F)C1CCN(CC1)C1COC1 (R)-N-(7-chloro-6-(1-(oxetan-3-yl)piperidin-4-yl)isoquinolin-3-yl)-2,2-difluorocyclopropane-1-carboxamide